COC([C@@H](NC([C@@H](NC(C)=O)CCCCNC(=O)OC(C)(C)C)=O)CSC([2H])([2H])[2H])=O N-(N2-acetyl-N6-(tert-butoxycarbonyl)-L-lysyl)-S-(methyl-d3)-L-cysteine methyl ester